ethyl 3-(3-bromophenyl)-2,2-dimethylpropanoate BrC=1C=C(C=CC1)CC(C(=O)OCC)(C)C